COCCNC(CN(CCC=O)C)=O N-(2-METHOXYETHYL)-2-[METHYL(3-OXOPROPYL)AMINO]ACETAMIDE